FC1(C(C1)CC1=CC(=CC(=C1)F)F)F 1-((2,2-difluorocyclopropyl)methyl)-3,5-difluorobenzene